2-((4-(tert-butyl)cyclohex-1-en-1-yl)methyl)-3-chloro-1,4-naphthoquinone C(C)(C)(C)C1CC=C(CC1)CC=1C(C2=CC=CC=C2C(C1Cl)=O)=O